C1(CCCC1)N1C(N(C(C(=C1)C(=O)NC1=C(C=C(C=C1)OC=1C2=C(N=CN1)CN(CC2)C)F)=O)C2=CC=C(C=C2)F)=O 1-cyclopentyl-N-(2-fluoro-4-((7-methyl-5,6,7,8-tetrahydropyrido[3,4-d]pyrimidin-4-yl)oxy)phenyl)-3-(4-fluorophenyl)-2,4-dioxo-1,2,3,4-tetrahydropyrimidine-5-carboxamide